COC=1C=C(CN(C=2C=C(CN3C(CNC(C3)=O)=O)C=CC2)CC2=CC(=CC=C2)OC)C=CC1 1-(3-(bis(3-methoxybenzyl)amino)benzyl)piperazine-2,5-dione